[1-(1-benzyl-3-hydroxy-2-oxo-propylcarbamoyl)-2-phenyl-ethyl]-carbamic acid benzyl ester C(C1=CC=CC=C1)OC(NC(CC1=CC=CC=C1)C(NC(C(CO)=O)CC1=CC=CC=C1)=O)=O